3-methoxy-1,3,8-trimethyl-5-[[(1R)-1-[3-(1,1-difluoro-2-hydroxy-ethyl)phenyl]ethyl]amino]pyrrolo[3,2-g]phthalazin-2-one COC1(C(N(C2=C1C=C1C(=NN=C(C1=C2)C)N[C@H](C)C2=CC(=CC=C2)C(CO)(F)F)C)=O)C